C(C1=CC=CC=C1)C1CN(CC1)C(C(=O)N[C@@H](C)C1=CC=C(C(=O)O)C=C1)(C)C 4-((1S)-1-(2-(3-benzylpyrrolidin-1-yl)-2-methylpropionylamino)ethyl)benzoic acid